C(C)(C)(C)OC(N(C)C=1C(=NC(=NC1)C=1C=NC=C(C1)F)C)=O N-[2-(5-fluoro-3-pyridinyl)-4-methyl-pyrimidin-5-yl]-N-methyl-carbamic acid tert-butyl ester